5-((1,5-naphthyridin-4-yl)methoxy)-2-methoxyisonicotinaldehyde N1=CC=C(C2=NC=CC=C12)COC1=CN=C(C=C1C=O)OC